2-(4-Amino-2-oxabicyclo[2.2.2]octan-1-yl)propan-2-ol hydrochloride Salt Cl.NC12COC(CC1)(CC2)C(C)(C)O